C1[C@H]2[C@@H]([C@@H](S1)CCCCC(=O)OP(=O)(O)OC[C@@H]3[C@H]([C@H]([C@@H](O3)N4C=NC5=C(N=CN=C54)N)O)O)NC(=O)N2 The molecule is a purine ribonucleoside 5'-monophosphate. It has a role as a human metabolite and a mouse metabolite. It derives from an adenosine 5'-monophosphate and a biotin. It is a conjugate acid of a biotinyl-5'-AMP(1-).